ClC1=NC2=NC(=C(N=C2C(=N1)C1=CC(=C(C=C1)F)F)C)C 2-chloro-4-(3,4-difluorophenyl)-6,7-dimethylpteridine